C1(=CC=CC=C1)CCS(=O)(=O)OC1=C(C=CC=C1)NC(NC1=C(C=CC=C1)OS(=O)(=O)CCC1=CC=CC=C1)=O bis-[2-(phenylethanesulfonyloxy)phenyl]urea